C(C)(C)(C)OC(C[C@H](C(=O)O)C)=O (R)-4-(tert-butoxy)-2-methyl-4-oxobutanoic acid